3-((2-cyano-7-(4-cyanophenyl)isoindolin-5-yl)methyl)-1,1-dimethylurea C(#N)N1CC2=C(C=C(C=C2C1)CNC(N(C)C)=O)C1=CC=C(C=C1)C#N